N-[4-(1-carbamimidoyl-1,2,3,6-tetrahydro-pyridin-4-yl)-phenyl]-N'-(4-guanidinomethyl-phenyl)-N-methyl-terephthalamide C(N)(=N)N1CCC(=CC1)C1=CC=C(C=C1)N(C(C1=CC=C(C(=O)NC2=CC=C(C=C2)CNC(=N)N)C=C1)=O)C